ClC1=C(C(=CC=C1)Cl)N1N=C(C(=C1)NC1=CC=C(C=C1)C1=NN=CN1C(C)C)C(=O)N 1-(2,6-dichlorophenyl)-4-((4-(4-isopropyl-4H-1,2,4-triazol-3-yl)phenyl)amino)-1H-pyrazole-3-carboxamide